((((9H-fluoren-9-yl)methoxy)carbonyl)amino)-2,3-dimethylpentanoic acid C1=CC=CC=2C3=CC=CC=C3C(C12)COC(=O)NC(C(=O)O)(C(CC)C)C